FC=1C=C(C=C(C1)C#CC1(CC1)C(F)(F)F)N(C)C1=NN=C2N1C1=CC(=CC=C1C=N2)C#N ((3-fluoro-5-((1-(trifluoromethyl)cyclopropyl)ethynyl)phenyl)(methyl)amino)-[1,2,4]triazolo[4,3-a]quinazoline-8-carbonitrile